C(CCCCCC)NC(OC1=CC(=CC=C1)C=1C=NC=C(C1)C=1OC=NN1)=O 3-(5-(1,3,4-oxadiazol-2-yl)pyridin-3-yl)phenyl heptylcarbamate